(S)-(2-(1-(6-bromoquinoline-4-carbonyl)pyrrolidin-2-yl)ethyl)carbamic acid tert-butyl ester C(C)(C)(C)OC(NCC[C@H]1N(CCC1)C(=O)C1=CC=NC2=CC=C(C=C12)Br)=O